(R)-3-amino-1-(pyrimidin-2-yl)azetidin-2-one N[C@H]1C(N(C1)C1=NC=CC=N1)=O